phenyl 3-sulfopropyl ether S(=O)(=O)(O)CCCOC1=CC=CC=C1